2-[6-bromo-1',1',5-trifluoro-1-oxospiro[3H-isoquinoline-4,2'-cyclopropane]-2-yl]Acetic acid BrC=1C(=C2C(=CC1)C(N(CC21C(C1)(F)F)CC(=O)O)=O)F